9H-fluoren-9-ylmethyl (2R)-2-[2-methyl-3-(trideuteriomethoxy)phenyl]-3-(trifluoromethylsulfonyloxy)-2,5-dihydropyrrole-1-carboxylate CC1=C(C=CC=C1OC([2H])([2H])[2H])[C@H]1N(CC=C1OS(=O)(=O)C(F)(F)F)C(=O)OCC1C2=CC=CC=C2C=2C=CC=CC12